4-bromo-3-cyclopropyl-5-(methoxymethyl)-1-(tetrahydro-2H-pyran-2-yl)-1H-pyrazolo[3,4-c]Pyridine BrC1=C2C(=CN=C1COC)N(N=C2C2CC2)C2OCCCC2